ALPHA-KETOBUTYRAT O=C(C(=O)[O-])CC